N-(2-(4-((2-(2,6-dioxopiperidin-3-yl)-4-fluoro-1,3-dioxoisoindolin-5-yl)methyl)piperazin-1-yl)ethyl)-4,9-dioxo-4,9-dihydronaphtho[2,3-b]furan-2-carboxamide O=C1NC(CCC1N1C(C2=CC=C(C(=C2C1=O)F)CN1CCN(CC1)CCNC(=O)C1=CC2=C(O1)C(C1=CC=CC=C1C2=O)=O)=O)=O